4-(1-(5-phenyl-1-(3-(trifluoromethyl)benzyl)-1H-indazole-7-carboxamido)cyclopropyl)benzoic acid C1(=CC=CC=C1)C=1C=C2C=NN(C2=C(C1)C(=O)NC1(CC1)C1=CC=C(C(=O)O)C=C1)CC1=CC(=CC=C1)C(F)(F)F